CN(C1CCCCC1)CC1=NN=NN1C=1C=C(C=CC1)C N-methyl-N-((1-(m-tolyl)-1H-tetrazol-5-yl)methyl)cyclohexanamine